C(C)S(=O)(=O)C1=CC(=C(C=C1)NCC#CC=1N=C2N(C=CC=C2N[C@H]2[C@H](CN(CC2)C(=O)OC(C)(C)C)F)C1SC(F)(F)F)OC tert-butyl (3S,4R)-4-((2-(3-((4-(ethylsulfonyl)-2-methoxyphenyl)amino)prop-1-yn-1-yl)-3-((trifluoromethyl)thio)imidazo[1,2-a]pyridin-8-yl)amino)-3-fluoropiperidine-1-carboxylate